SC=1C=NC(=NC1)NCC(CNC=1SC2=C(N1)C=CC(=C2)C(=O)N(C)C)C 2-((3-((5-Mercaptopyrimidin-2-yl)amino)-2-methylpropyl)amino)-N,N-dimethylbenzo[d]thiazole-6-carboxamide